N-(3-(3-chloro-2-(3-methoxy-4-((methyl(((R)-5-oxopyrrolidin-2-yl)methyl)amino)methyl)phenyl)pyridin-4-yl)-2-methylphenyl)-5-(((S)-3-hydroxypyrrolidin-1-yl)methyl)picolinamide ClC=1C(=NC=CC1C=1C(=C(C=CC1)NC(C1=NC=C(C=C1)CN1C[C@H](CC1)O)=O)C)C1=CC(=C(C=C1)CN(C[C@@H]1NC(CC1)=O)C)OC